FC(C=1C=CC(=NC1)CNC(=O)C=1C=C2C=CC=NC2=CC1)(F)F N-((5-(trifluoromethyl)-2-pyridinyl)methyl)-6-quinolinecarboxamide